(E)-4-methyl-2-(2-methoxy-2-oxoethyl)-2-pentenoic acid CC(/C=C(/C(=O)O)\CC(=O)OC)C